CC=1C=C(C(=NC1)C(=O)N1[C@@H]2[C@@H](C[C@H](C1)C2)NC2=NC=C(C=C2)C(F)(F)F)C2=NC=CC=N2 (5-methyl-3-(pyrimidin-2-yl)pyridin-2-yl)((1S,4S,6R)-6-((5-(trifluoromethyl)pyridin-2-yl)amino)-2-azabicyclo[2.2.1]heptan-2-yl)methanone